C1(CCCCC1)N(CCCCCCN(CC(C)C(=O)O)C1CCCCC1)CC(C)C(=O)O dicyclohexyl-N,N'-bis(2-carboxypropyl)hexamethylenediamine